C(C)N1CCN(CC1)C1=C(C=C(C(=C1)OC)NC1=NC=NC(=C1)N1OCC[C@@H]1C1=C(C(=CC=C1)C)F)NC(C=C)=O N-(2-(4-ethylpiperazine-1-yl)-5-((6-((R)-3-(2-fluoro-3-methylphenyl)isoxazolidine-2-yl)pyrimidine-4-yl)amino)-4-methoxy-phenyl)acrylamide